4-(4-bromophenyl)-1-(3-bromopropyl)pyridin-1-ium BrC1=CC=C(C=C1)C1=CC=[N+](C=C1)CCCBr